3-[1-(Cyclopropylmethyl)-8-dimethylamino-2-oxo-8-phenyl-1,3-diazaspiro[4.5]decan-3-yl]-2,2-dimethyl-propionamide C1(CC1)CN1C(N(CC12CCC(CC2)(C2=CC=CC=C2)N(C)C)CC(C(=O)N)(C)C)=O